Trimethoxymethane COC(OC)OC